NC1=NC=2C=CC=CC2C2=C1N=C(N2CC(C)(O)C)CCCCCC(F)(F)F 1-(4-amino-2-(6,6,6-trifluorohexyl)-1H-imidazo[4,5-c]quinolin-1-yl)-2-methylpropan-2-ol